BrCC1=CC=C(C=C1)C(C#N)(C)C 2-[4-(Bromomethyl)phenyl]-2-methyl-propanenitrile